N-[4-[[4-(diethyl-amino)phenyl](2,5-disulfophenyl)methylene]-2,5-cyclohexadien-1-ylidene]-N-ethylethanaminium C(C)N(C1=CC=C(C=C1)C(=C1C=CC(C=C1)=[N+](CC)CC)C1=C(C=CC(=C1)S(=O)(=O)O)S(=O)(=O)O)CC